(3-amino-6-isobutyl-4,5,6,7-tetrahydropyrazolo[3,4-c]pyridin-2-yl)(6-fluoro-1,2,3,4-tetrahydroquinolin-4-yl)methanone NC=1N(N=C2CN(CCC21)CC(C)C)C(=O)C2CCNC1=CC=C(C=C21)F